Dimethyl 1-oxo-2,3-dihydro-1H-indene-2,5-dicarboxylate O=C1C(CC2=CC(=CC=C12)C(=O)OC)C(=O)OC